FC(C=1N=C2N(N=C(C(=C2C)C)N2CC=3C=C(C=NC3CC2)C=2C=NC=C(C2)F)C(C1)=O)F 2-(difluoromethyl)-7-(3-(5-fluoropyridin-3-yl)-7,8-dihydro-1,6-naphthyridin-6(5H)-yl)-8,9-dimethyl-4H-pyrimido[1,2-b]pyridazin-4-one